ClC1=CC=C(C=C1)C1(CCN(CC1)C(=O)C1CC2(C1)NC(OC2)=O)CC (2s,4s)-2-(4-(4-chlorophenyl)-4-ethylpiperidin-1-carbonyl)-7-oxa-5-azaspiro[3.4]octan-6-one